C(C)(=O)C1=C(C=C(C=C1)Cl)C1=CC(N(C=C1OC)C(C(=O)NC1=CC=C(C(=O)O)C=C1)CC=1C=NN(C1)C)=O 4-(2-(4-(2-acetyl-5-chlorophenyl)-5-methoxy-2-oxopyridin-1(2H)-yl)-3-(1-methyl-1H-pyrazol-4-yl)propionylamino)benzoic acid